NC[C@H]1C[C@@H]([C@H]2[C@@H]1OC(O2)(C)C)O (3aS,4S,6R,6aR)-6-(aminomethyl)-2,2-dimethyl-tetrahydro-3aH-cyclopenta[d][1,3]dioxol-4-ol